ClC1=C(C=CC=C1)C(C)C 2-(2-chlorophenyl)propan